O=S1(N(CC(N1)=O)C1=C(C=C2C=CC(=CC2=C1F)OCCNC(=O)C1CCN(CC1)C(CNC1=C2CN(C(C2=CC=C1)=O)C1C(NC(CC1)=O)=O)=O)O)=O N-(2-((7-(1,1-dioxido-4-oxo-1,2,5-thiadiazolidin-2-yl)-8-fluoro-6-hydroxynaphthalen-2-yl)oxy)ethyl)-1-((2-(2,6-dioxopiperidin-3-yl)-1-oxoisoindolin-4-yl)glycyl)piperidine-4-carboxamide